Cl.C(C)C=1C=C(OC(CCC2=CC=C(C=C2)NC(=O)N2CCNCC2)C)C=CC1 N-(4-(3-(3-ethylphenoxy)butyl)phenyl)piperazine-1-carboxamide hydrochloride